ClC=1C=C2C=C(NC2=CC1C1=NC(=C(C=C1)OC)F)CNC(=O)[C@@]1(OCC1)C N-{[5-chloro-6-(6-fluoro-5-methoxy-2-pyridyl)-2-indolyl]methyl}-(R)-2-methyl-2-oxetanecarboxamide